C(C1=CC=CC=C1)OC(C(=O)OC1CC2CCC(C1)[N+]21CCCC1)(C1=CC=CC=C1)C1=CC=CC=C1 3-(2-(benzyloxy)-2,2-diphenylacetoxy)spiro[bicyclo[3.2.1]octane-8,1'-pyrrolidin]-1'-ium